CN1C(N(CC=2C1=NC(=NC2)S(=O)(=O)C)C2CC1(CCN1C(=O)OC(C)(C)C)C2)=O tert-butyl 6-(1-methyl-7-methylsulfonyl-2-oxo-4H-pyrimido[4,5-d]pyrimidin-3-yl)-1-azaspiro[3.3]heptane-1-carboxylate